tert-butyl 3-methyl-3-(1-methylpyridin-1-ium-4-yl)pyrrolidine-1-carboxylate iodide [I-].CC1(CN(CC1)C(=O)OC(C)(C)C)C1=CC=[N+](C=C1)C